C(C1=CC=CC=C1)OC=1C(=CC2=C(C=NS(O2)(=O)=O)C1)Cl 6-(benzyloxy)-7-chloro-2H-1,2λ6,3-benzoxathiazine-2,2-dione